S1C(=NC2=C1C=CC=C2)NC2=C(C1=C(N=N2)N(CCC1)C=1SC(=C(N1)C(=O)O)CCCOC1=C(C=C(C=C1)C#CCNC)F)C 2-{3-[(1,3-benzothiazol-2-yl)amino]-4-methyl-5H,6H,7H,8H-pyrido[2,3-c]pyridazin-8-yl}-5-(3-{2-fluoro-4-[3-(methylamino)prop-1-yn-1-yl]phenoxy}propyl)-1,3-thiazole-4-carboxylic acid